(S)-benzyl 2-(2,6-dichloro-4-(2-(3-chlorophenyl)acetamido)benzamido)-3-(3-((R)-2,3-dihydro-1H-inden-1-yl)ureido)propanoate ClC1=C(C(=O)N[C@H](C(=O)OCC2=CC=CC=C2)CNC(=O)N[C@@H]2CCC3=CC=CC=C23)C(=CC(=C1)NC(CC1=CC(=CC=C1)Cl)=O)Cl